4-(2-hydroxypropan-2-yl)benzamide hydrochloride Cl.OC(C)(C)C1=CC=C(C(=O)N)C=C1